bis-(bromomethyl)-pyridin BrCC=1C(=NC=CC1)CBr